C(C1=CC=CC=C1)NC(=O)C1=CC(=NN1)NC(C1=CC(=C(C=C1)OC)Cl)=O N-benzyl-3-[(3-chloro-4-methoxy-benzoyl)amino]-1H-pyrazole-5-carboxamide